(6S)-6-[2-Chloro-3-(2,6-dimethylanilino)phenyl]-2-imino-6-methyl-3-(tetrahydro-pyran-4-yl)hexahydropyrimidin-4-one ClC1=C(C=CC=C1NC1=C(C=CC=C1C)C)[C@@]1(CC(N(C(N1)=N)C1CCOCC1)=O)C